[C@@H]12CNC[C@H]2C1NC1=NC=C(C(=N1)C1=CNC2=C(C=CC=C12)P(C)C)C(F)(F)F (3-(2-(((1R,5S,6S)-3-azabicyclo[3.1.0]hexane-6-yl)amino)-5-(trifluoromethyl)pyrimidin-4-yl)-1H-indol-7-yl)dimethylphosphine